C1(CC1)N1N=C2N(C(N([C@@H](C2=C1)C)C1CCN(CC1)C1=C(C=CC=C1C)F)=O)CC1=C(C=CC=C1)C(F)(F)F (R)-2-cyclopropyl-5-[1-(2-fluoro-6-methyl-phenyl)-piperidin-4-yl]-4-methyl-7-(2-trifluoromethyl-benzyl)-2,4,5,7-tetrahydro-pyrazolo[3,4-d]pyrimidin-6-one